α,α-dimethylbenzyl carbamate C(N)(OC(C1=CC=CC=C1)(C)C)=O